2-(2,4-diisopropyl-6-methoxypyridin-3-yl)acetyl chloride C(C)(C)C1=NC(=CC(=C1CC(=O)Cl)C(C)C)OC